5-((1-(2,6-dioxopiperidin-3-yl)-2,5-dioxo-2,5-dihydro-1H-pyrrol-3-yl)amino)-2-methylbenzonitrile O=C1NC(CCC1N1C(C(=CC1=O)NC=1C=CC(=C(C#N)C1)C)=O)=O